3-ethyl-5-(3-methylpyridin-2-ylmethyl)-4-oxo-4,5,6,7-tetrahydropyrazolo[1,5-a]pyrazine-2-carboxylic acid (5-cyclopropyl[1,3,4]thiadiazol-2-yl)amide C1(CC1)C1=NN=C(S1)NC(=O)C1=NN2C(C(N(CC2)CC2=NC=CC=C2C)=O)=C1CC